FC=1C=C2C(N(C(=NC2=C(C1)F)C)C1=CC=C(C=C1)S)=O 6,8-difluoro-3-(4-mercaptophenyl)-2-methyl-quinazolin-4(3H)-one